C(CCC=C)(=O)N pent-4-enamide